CC(CN)CCC(CN)C 2,5-dimethylhexylenediamine